aluminum hydroxide sodium chloride [Cl-].[Na+].[OH-].[Al+3]